C(CCC=C)N pent-4-en-1-amine